5-(8-ethyl-2-methylimidazo[1,2-a]pyridin-6-yl)-2-(6-{[(3S,4R)-3-fluoro-2,2,6,6-tetramethylpiperidin-4-yl]oxy}pyridazin-3-yl)pyridin-3-ol trihydrochloride Cl.Cl.Cl.C(C)C=1C=2N(C=C(C1)C=1C=C(C(=NC1)C=1N=NC(=CC1)O[C@H]1[C@H](C(NC(C1)(C)C)(C)C)F)O)C=C(N2)C